3-[3-(4-Methyl-piperazin-1-yl)-propyl]4-oxo-10-oxa-3-aza-tricyclo[5.2.1.0*1,5*]dec-8-ene-6-carboxylic acid CN1CCN(CC1)CCCN1CC23C(C1=O)C(C(C=C2)O3)C(=O)O